C(O[C@@H]1CC[C@@]2([C@H]3CC[C@@]4([C@H](CC[C@H]4[C@@H]3CC[C@H]2C1)C(C)=O)C)C)(OC1=CC=C(C=C1)[N+](=O)[O-])=O (3R,5S,8R,9S,10S,13S,14S,17S)-17-acetyl-10,13-dimethylhexadecahydro-1H-cyclopenta[a]phenanthren-3-yl (4-nitrophenyl) carbonate